CC1(OB(OC1(C)C)C1=CC=C(CN2C(C3=NC=CC=C3C2=O)([2H])[2H])C=C1)C 6-(4-(4,4,5,5-tetramethyl-1,3,2-dioxaborolan-2-yl)benzyl)-6,7-dihydro-5H-pyrrolo[3,4-b]pyridin-5-one-7,7-d2